[Mo]=O.[Ti].[Nb] niobium-titanium-molybdenum oxide